C(CCCCCCCCCCC)(=O)NCC(=O)O Nα-lauroylglycine